6-[1-(2-Fluoro-6-methyl-phenyl)-piperidin-4-yl]-2-(2-fluoro-2-methyl-propyl)-4-(2-trifluoromethyl-benzyl)-2,4,6,7-tetrahydro-pyrazolo[4,3-d]pyrimidin-5-on FC1=C(C(=CC=C1)C)N1CCC(CC1)N1C(N(C=2C(C1)=NN(C2)CC(C)(C)F)CC2=C(C=CC=C2)C(F)(F)F)=O